COC=1C=C(CN2CC3=C(CC2)C(=C(S3)NC(=O)NCCCCN3CCCC3)C(=O)N)C=CC1OC 6-(3,4-dimethoxybenzyl)-2-{3-[4-(pyrrolidin-1-yl)butyl]ureido}-4,5,6,7-tetrahydrothieno[2,3-c]pyridine-3-carboxamide